2-[(5S,6R)-5-ethyl-6-methyl-3-(trifluoromethyl)-5,6-dihydro-4H-cyclopenta[c]pyrazol-2-yl]-1-[(2R,3R)-2-(3-methoxy-2-methyl-phenyl)-3-morpholino-pyrrolidin-1-yl]ethanone C(C)[C@H]1CC=2C(=NN(C2C(F)(F)F)CC(=O)N2[C@@H]([C@@H](CC2)N2CCOCC2)C2=C(C(=CC=C2)OC)C)[C@@H]1C